6-(3-(pyrrolidin-1-yl)propyl)pyrazolo[1,5-a]pyridine N1(CCCC1)CCCC=1C=CC=2N(C1)N=CC2